6-Chloro-N-methoxy-4-((2-methoxy-3-(1-methyl-1H-1,2,4-triazol-3-yl)phenyl)amino)-N,2-dimethylnicotinamide ClC1=NC(=C(C(=O)N(C)OC)C(=C1)NC1=C(C(=CC=C1)C1=NN(C=N1)C)OC)C